2-(2,6-difluoro-3,5-dimethoxyphenyl)-6-(4,4,5,5-tetramethyl-1,3,2-dioxaborolan-2-yl)pyridazin-3(2H)-one FC1=C(C(=C(C=C1OC)OC)F)N1N=C(C=CC1=O)B1OC(C(O1)(C)C)(C)C